4-hydroxynaphthalene-1,2-dione OC1=CC(C(C2=CC=CC=C12)=O)=O